S1C(=NC=C1)C=1C(=C2C(=NC1)N(C=C2)S(=O)(=O)C2=CC=C(C)C=C2)NC2CC(C2)NC(OC(C)(C)C)=O tert-butyl ((1s,3s)-3-((5-(thiazol-2-yl)-1-tosyl-1H-pyrrolo[2,3-b]pyridin-4-yl)amino)cyclobutyl)carbamate